4-(bicyclo[1.1.1]pentan-1-ylamino)-2-((1r,4r)-4-methoxycyclohexylamino)pyrimidine-5-carboxamide C12(CC(C1)C2)NC2=NC(=NC=C2C(=O)N)NC2CCC(CC2)OC